C(C(=O)[O-])[NH+]=C(N)NP(=O)([O-])[O-] The molecule is dianion of phosphoguanidinoacetic acid having anionic carboxylic acid and phosphoramido groups and a protonated imino group. It is a conjugate base of a phosphoguanidinoacetic acid.